N-(pyridin-4-ylmethyl)-4-(1H-pyrrolo[3,2-c]pyridin-4-yl)benzamide N1=CC=C(C=C1)CNC(C1=CC=C(C=C1)C1=NC=CC2=C1C=CN2)=O